C(C1=CC=CC=C1)N1CC2(CCC(C1)N2C(=O)OC(C)(C)C)COC tert-Butyl 3-benzyl-1-(methoxymethyl)-3,8-diazabicyclo[3.2.1]octane-8-carboxylate